5-CHLORO-3-CYCLOPROPYL-1-(PROPAN-2-YL)-1H-PYRAZOLE-4-CARBALDEHYDE ClC1=C(C(=NN1C(C)C)C1CC1)C=O